6-Chloro-4-(4-(3,4-difluorophenoxy)piperidin-1-yl)-1-methyl-2-oxo-1,2-dihydro-1,5-naphthyridin-3-carbonitril ClC=1N=C2C(=C(C(N(C2=CC1)C)=O)C#N)N1CCC(CC1)OC1=CC(=C(C=C1)F)F